(R)-1-(3-fluoro-5-methoxy-pyridin-2-yl)-4-(4-methyl-benzyl)-3-(oxetan-3-yl)-piperazine-2,5-dione FC=1C(=NC=C(C1)OC)N1C([C@H](N(C(C1)=O)CC1=CC=C(C=C1)C)C1COC1)=O